O=C1NC(CCC1N1C(C2=CC=CC(=C2C1=O)NCCN1CCN(CC1)CCOC1=CC=C(C=C1)\C(=C(\CC)/C1=CC=CC=C1)\C1=CC=C(C=C1)O)=O)=O (Z)-2-(2,6-Dioxopiperidin-3-yl)-4-((2-(4-(2-(4-(1-(4-hydroxyphenyl)-2-phenylbut-1-en-1-yl)phenoxy)ethyl)piperazin-1-yl)ethyl)amino)isoindolin-1,3-dion